C(C1=CC=CC=C1)C(C(=O)N)(CCCC)CC1=CC=CC=C1 dibenzylhexaneamide